C1(=CC=CC=C1)OC(N(C)CC=1C(=C(C(=CC1CCCCC)O)C1C(CCC(=C1)C)C(=C)C)O)=O.BrC1=CC(=NC=C1)NC(CN1CCOCC1)=O N-(4-bromopyridin-2-yl)-2-(morpholin-4-yl)acetamide phenyl-((2,6-dihydroxy-5'-methyl-4-pentyl-2'-(prop-1-en-2-yl)-1',2',3',4'-tetrahydro-[1,1'-biphenyl]-3-yl)methyl)(methyl)carbamate